7-fluoro-6-bromo-2H-1,4-benzoxazin-3(4H)-one FC1=CC2=C(NC(CO2)=O)C=C1Br